COC([C@H](NC(\C=C\C=1C(=NN(C1)C1=CC=CC=C1)C1=CC2=CC=CC=C2C=C1)=O)CC1=CC=CC=C1)=O (E)-(3-(3-(naphthalen-2-yl)-1-phenyl-1H-pyrazol-4-yl)acryloyl)-D-phenylalanine methyl ester